BrC=1C(=C2C=NN(C2=CC1)CC1(CC1)F)F 5-bromo-4-fluoro-1-((1-fluorocyclopropyl)methyl)-1H-indazole